(S)-(1-(6-chloro-1-methyl-1H-pyrazolo[3,4-d]pyrimidin-4-yl)pyrrolidin-2-yl)methanol ClC1=NC(=C2C(=N1)N(N=C2)C)N2[C@@H](CCC2)CO